(2-amino-4-{[1-(2-cyclopropylpyrimidin-5-yl)-N-[1-methyl-3-(trifluoromethyl)-1H-pyrazol-4-yl]formamido]methyl}phenyl)boronic acid NC1=C(C=CC(=C1)CN(C(=O)C=1C=NC(=NC1)C1CC1)C=1C(=NN(C1)C)C(F)(F)F)B(O)O